2-(2-((3R,4R)-3-amino-4-fluoropiperidin-1-yl)-5-methoxy-1H-benzo[d]imidazol-1-yl)-N,N-dimethylacetamide N[C@@H]1CN(CC[C@H]1F)C1=NC2=C(N1CC(=O)N(C)C)C=CC(=C2)OC